FC1(C(C1)C1=C(C=O)C=CC=C1F)F 2-(2,2-difluorocyclopropyl)-3-fluorobenzaldehyde